C(C=C)(=O)OCCCCCCCCCCCCCCCCCCCCCCC tricosanyl acrylate